C1(=CC=CC=2C3=CC=CC=C3CC12)COC(=O)C(COCCOCC(=O)O)N 2-(2-(fluorenylmethoxycarbonyl-2-aminoethoxy)ethoxy)acetic acid